C(CCOC1=C(C=C(C=C1)F)C=1C(=C(C=C(C1)C(C)(CC(C)(C)C)C)N1C2=CC=C(C=C2C=2C=C(C=CC12)C(C)(C)C)C(C)(C)C)O)OC1(C(=CC(=CC1N1C2=CC=C(C=C2C=2C=C(C=CC12)C(C)(C)C)C(C)(C)C)C(C)(CC(C)(C)C)C)C1=CC=CC(=C1)F)O 2',2''-(propane-1,3-diylbis(oxy))bis(3-(3,6-di-tert-butyl-9H-carbazole-9-yl)-5'-fluoro-5-(2,4,4-trimethylpentane-2-yl)biphenyl-2-ol)